2-(4-{[(3R)-1-ethylpiperidin-3-yl]amino}pyrrolo[1,2-d][1,2,4]triazin-1-yl)-3-methyl-5-(trifluoromethyl)phenol C(C)N1C[C@@H](CCC1)NC1=NN=C(C=2N1C=CC2)C2=C(C=C(C=C2C)C(F)(F)F)O